methyl 2-{2,3',5,5'-tetrafluoro-[1,1'-biphenyl]-3-yl}acetate FC1=C(C=C(C=C1CC(=O)OC)F)C1=CC(=CC(=C1)F)F